(methyl)acrylic acid (3-oxazolylethyl) ester O1CN(C=C1)CCOC(C(=C)C)=O